N-((2-(6-((cis)-2,6-dimethylmorpholino)pyridin-2-yl)-1,6-naphthyridin-7-yl)methyl)-3-((2-hydroxyethyl)sulfonyl)-4-methylbenzamide C[C@@H]1O[C@@H](CN(C1)C1=CC=CC(=N1)C1=NC2=CC(=NC=C2C=C1)CNC(C1=CC(=C(C=C1)C)S(=O)(=O)CCO)=O)C